tert-butyl 2-[2-(4-{3-[(3-chloro-2-methoxyphenyl)amino]-4-oxo-1H,5H,6H,7H-pyrrolo[3,2-c]pyridin-2-yl}pyridin-3-yl)ethynyl]pyrrolidine-1-carboxylate ClC=1C(=C(C=CC1)NC1=C(NC2=C1C(NCC2)=O)C2=C(C=NC=C2)C#CC2N(CCC2)C(=O)OC(C)(C)C)OC